CC1=CCC2=C(C=CC=C12)C(C)(O)C=1N=CN(C1)C(C1=CC=CC=C1)(C1=CC=CC=C1)C1=CC=CC=C1 1-(1-methyl-3H-inden-4-yl)-1-[1-(triphenylmethyl)imidazol-4-yl]ethanol